3-(4-((4-(((3R,5S)-3,5-dimethylmorpholino)methyl)benzyl)oxy)-1-oxoisoindolin-2-yl)piperidine-2,6-dione Hydrochloride Cl.C[C@@H]1COC[C@@H](N1CC1=CC=C(COC2=C3CN(C(C3=CC=C2)=O)C2C(NC(CC2)=O)=O)C=C1)C